9-(3'',5-dibromo-[1,1':3',1''-terphenyl]-2-yl)-9H-pyrrolo[2,3-b:5,4-c']dipyridine BrC=1C=C(C=CC1)C=1C=C(C=CC1)C1=C(C=CC(=C1)Br)N1C2=NC=CC=C2C=2C1=CN=CC2